C(CCC)[N+]1(CCC(CC1)C)CC 1-n-butyl-1-ethyl-4-methylpiperidinium